4,4,5,5,5-pentafluoropentane FC(CCC)(C(F)(F)F)F